BrC=1C=C2C=NNC2=CC1OC(C)C 5-bromo-6-isopropoxy-indazole